{3-methoxy-4-[5-methoxy-3-(trifluoromethyl)pyrazol-1-yl]phenyl methyl}carbamate COC=1C=C(C=CC1N1N=C(C=C1OC)C(F)(F)F)CNC([O-])=O